C(=O)(N1N=NN=C1)N1N=NN=C1 1,1'-carbonylditetrazole